3-(benzo[d][1,3]dioxol-5-yl)-N-(2-propyn-1-yl)propanamide O1COC2=C1C=CC(=C2)CCC(=O)NCC#C